N-(4-(chlorodifluoromethoxy)phenyl)-4-isopropyl-3-(3-(pyrazin-2-yl)ureido)-5-(1H-pyrazol-5-yl)-1,2,3,3a,4,8b-hexahydrocyclopenta[b]indole-7-carboxamide ClC(OC1=CC=C(C=C1)NC(=O)C1=CC=2C3C(N(C2C(=C1)C1=CC=NN1)C(C)C)C(CC3)NC(=O)NC3=NC=CN=C3)(F)F